(1R,2S)-5'-methoxy-2-(3-{[2-methoxy-5-(morpholin-4-yl)pyridin-3-yl]amino}-1H-indazol-6-yl)spiro[cyclopropane-1,3'-indol]-2'(1'H)-one COC=1C=C2[C@]3(C(NC2=CC1)=O)[C@@H](C3)C3=CC=C1C(=NNC1=C3)NC=3C(=NC=C(C3)N3CCOCC3)OC